2-((4-(2-(4-Chloro-2-fluorophenyl)-3-fluoro-2H-chromen-8-yl)piperidin-1-yl)methyl)-3-(((S)-oxetan-2-yl)methyl)-3H-imidazolo[4,5-b]pyridine ClC1=CC(=C(C=C1)C1OC2=C(C=CC=C2C=C1F)C1CCN(CC1)CC1=NC=2C(=NC=CC2)N1C[C@H]1OCC1)F